1-(2,4-dihydroxyl-6-methoxyphenyl)ethanone OC1=C(C(=CC(=C1)O)OC)C(C)=O